(3-fluoro-5-(isothiazol-4-yl)phenyl)methylamine FC=1C=C(C=C(C1)C=1C=NSC1)CN